O1C(=CC=C1)C1=NN2C(N=C(C=C2)NC[C@@H]2N(CCC2)C)=C1C#N (2-furyl)-5-[[(2R)-1-methylpyrrolidin-2-yl]methylamino]pyrazolo[1,5-a]pyrimidine-3-carbonitrile